NC1=C(C(=O)NC23CCC(CC2)(CC3)O)C=C(C=N1)C=1C=C3CCN(CC3=CC1)C1CCOCC1 2-amino-N-(4-hydroxy-bicyclo[2.2.2]oct-1-yl)-5-(2-(tetrahydro-2H-pyran-4-yl)-1,2,3,4-tetrahydroisoquinolin-6-yl)nicotinamide